C(C)(C)(C)C=1C=CC=2N(C3=CC=C(C=C3C2C1)C(C)(C)C)C1=CC(=C(C=O)C(=C1)C)C 4-(3,6-di-tert-butyl-9H-carbazol-9-yl)-2,6-dimethylbenzaldehyde